FC1=CC(=C(C=C1)NC=1C2=C(N=CN1)SC=N2)OC(C)C N-[4-fluoro-2-(prop-2-yloxy)phenyl][1,3]thiazolo[5,4-d]pyrimidin-7-amine